C(C)S(=O)(=O)C=1C=C(C=NC1C=1N=C2N(C(N(C(=C2)C(F)(F)F)C)=O)C1)C(C#N)(C)C 2-[5-ethylsulfonyl-6-[6-methyl-5-oxo-7-(trifluoromethyl)imidazo[1,2-C]pyrimidin-2-yl]-3-pyridinyl]-2-methylpropanenitrile